(E)-methyl 4-(4-methylpiperazin-1-yl)but-2-enoate CN1CCN(CC1)C/C=C/C(=O)OC